ClC1=NC=NC=2C(=C3C(=CC12)N(C=N3)C)F 8-chloro-4-fluoro-1-methyl-1H-imidazo[4,5-g]quinazoline